diazahexadecane NNCCCCCCCCCCCCCC